(E)-N'-(4-cyano-1-(2,6-dimethyl-3-((2-(trimethylsilyl)ethoxy)methoxy)phenyl)-2-(morpholine-4-carbonyl)-1H-imidazol-5-yl)-N,N-dimethylformimidamide C(#N)C=1N=C(N(C1/N=C/N(C)C)C1=C(C(=CC=C1C)OCOCC[Si](C)(C)C)C)C(=O)N1CCOCC1